C(C)(C)(C)OC(=O)N1C[C@H]2C([C@H]2C1)(C1=NOC2(CC2)C1)C (1r,5s,6r)-6-methyl-6-(4-oxa-5-azaspiro[2.4]hept-5-en-6-yl)-3-azabicyclo[3.1.0]hexane-3-carboxylic acid tert-butyl ester